C(#N)C1=NN(C=C1[C@@H](CC)C1=C(C=CC=C1)C#N)C (1S,2S)-1-(3-cyano-1-methyl-1H-pyrazol-4-yl)-1-(2-cyanophenyl)propan